tert-butyl 4-fluoro-4-[(2-(2-(propan-2-yloxy) ethoxy) ethoxy) methyl]-piperidine-1-carboxylate FC1(CCN(CC1)C(=O)OC(C)(C)C)COCCOCCOC(C)C